COC1=C(C=CC(=N1)C1=CN=C2N1CCN(C2)C(=O)OC(C)(C)C)NC(=O)C=2C(=NOC2C)C2=CC=CC=C2 tert-butyl 3-(6-methoxy-5-(5-methyl-3-phenylisoxazole-4-carboxamido) pyridin-2-yl)-5,6-dihydroimidazo[1,2-a]Pyrazine-7(8H)-carboxylate